O=C1N(C(C=C1)=O)CCCCCCCC(=O)O 8-(2,5-dioxo-2,5-dihydro-1H-pyrrol-1-yl)octanoic acid